5-methyl-4-oxo-7-[3-(2H-1,2,3,4-tetrazol-2-yl)azetidin-1-yl]-1-(1,2,4-thiadiazol-5-yl)-1,4-dihydro-1,8-naphthyridine-3-carboxylic acid CC1=C2C(C(=CN(C2=NC(=C1)N1CC(C1)N1N=CN=N1)C1=NC=NS1)C(=O)O)=O